BrC[C@H]1[C@@H](C1)C(=O)NC1=CC=C2C(=N1)N(C=C2C2=C(C=CC=C2)OC)COCC[Si](C)(C)C trans-2-(bromomethyl)-N-(3-(2-methoxyphenyl)-1-((2-(trimethylsilyl)ethoxy)methyl)-1H-pyrrolo[2,3-b]pyridin-6-yl)cyclopropane-1-carboxamide